ethyl (R,S)-2-(3-(4-(3-hydroxy-1-methyl-2-oxopyrrolidin-3-yl)-1H-imidazol-1-yl)phenyl)quinazoline-4-carboxylate O[C@@]1(C(N(CC1)C)=O)C=1N=CN(C1)C=1C=C(C=CC1)C1=NC2=CC=CC=C2C(=N1)C(=O)OCC